Ethyl (2,4,6-trimethylbenzoyl)phenylphosphinat CC1=C(C(=O)P(OCC)(=O)C2=CC=CC=C2)C(=CC(=C1)C)C